N-(5-chloro-4-((4-chlorophenyl)(cyano)methyl)-2-methylphenyl)-5-nitrofuran-2-carboxamide ClC=1C(=CC(=C(C1)NC(=O)C=1OC(=CC1)[N+](=O)[O-])C)C(C#N)C1=CC=C(C=C1)Cl